O=C1NC(CCC1N1C(C2=CC=CC(=C2C1=O)NCCC(=O)N1CCN(CC1)C1=NC(=CC=C1)C1=CN=C2N1N=C(C=C2)N2[C@H](CCC2)C2=CC(=CC=C2)F)=O)=O 2-(2,6-Dioxopiperidin-3-yl)-4-((3-(4-(6-(6-((R)-2-(3-fluorophenyl)pyrrolidin-1-yl)imidazo[1,2-b]pyridazin-3-yl)pyridin-2-yl)piperazin-1-yl)-3-oxopropyl)amino)isoindoline-1,3-dione